(S,3S)-3-((dimethylamino)methyl)-N'-((1,2,3,5,6,7-hexahydro-s-indacen-4-yl)carbamoyl)-2,3-dihydropyrazolo[5,1-b]oxazole-7-sulfonimidamide CN(C)C[C@@H]1N2C(OC1)=C(C=N2)[S@](=O)(N)=NC(NC2=C1CCCC1=CC=1CCCC21)=O